4-(4-nitrophenoxy)benzenesulfonyl chloride [N+](=O)([O-])C1=CC=C(OC2=CC=C(C=C2)S(=O)(=O)Cl)C=C1